CC(=O)C1=NCCCC1 The molecule is a tetrahydropyridine compound, bearing an acetyl group in the 6-position. It has a role as a Maillard reaction product. It is a tautomer of a 6-acetyl-1,2,3,4-tetrahydropyridine.